N1N=CC=C1C=1N=CC=C2C=CC=NC12 8-(1H-pyrazol-5-yl)-1,7-naphthyridine